6-amino-isoindolin-1-one NC1=CC=C2CNC(C2=C1)=O